2,2',2''-(10-(2-((2-(5-(1,2-dithiolan-3-yl)pentanamido)ethyl)amino)-2-oxoethyl)-1,4,7,10-tetraazacyclododecane-1,4,7-triyl)triacetic acid S1SC(CC1)CCCCC(=O)NCCNC(CN1CCN(CCN(CCN(CC1)CC(=O)O)CC(=O)O)CC(=O)O)=O